CC(C)(C)[SiH2]C=C=C (1,1-dimethylethyl)silylpropadiene